FC(C1(CC1)COC=1C=CC2=C(C(=C(O2)C)C(=O)NC(C(=O)N)(CO)C)C1)F 2-[(5-{[1-(difluoromethyl)cyclopropyl]methoxy}-2-methyl-1-benzofuran-3-yl)formamido]-3-hydroxy-2-methylpropanamide